C(#N)C1=C(C=C(OC2CCC(CC2)N2CC=NC(=C2)N2CCC(CC2)CN(C)C2CC(C2)OC=2C=C3C(N(C(C3=CC2)=O)[C@H]2C(NC(CC2)=O)=O)=O)C=C1)OC N-((1r,4r)-4-(4-cyano-3-methoxyphenoxy)cyclohexyl)-5-(4-((((1r,3r)-3-((2-(2,6-dioxopiperidin-3-yl)-1,3-dioxoisoindolin-5-yl)oxy)cyclobutyl)(methyl)amino)methyl)piperidin-1-yl)pyrazine